NC=1N=C(SC1C(C1=CC=CC=C1)=O)N(C1=CC(=C(C=C1)F)OC(F)F)C(C(=O)N)C [N-(4-Amino-5-benzoylthiazol-2-yl)-3-(difluoromethoxy)-4-fluoroanilino]propanamid